C[C@H]1CN(C[C@H](O1)C)C1CCC(CC1)N1N=C(C(=C1)NC1=NC=CC=N1)OCCOCCOC N-(1-((1r,4r)-4-((2S,6R)-2,6-dimethylmorpholinyl)cyclohexyl)-3-(2-(2-methoxyethoxy)ethoxy)-1H-pyrazol-4-yl)pyrimidin-2-amine